methyl 4-[(6-chloropyrimidin-4-yl)oxymethyl]cycloheptanecarboxylate ClC1=CC(=NC=N1)OCC1CCC(CCC1)C(=O)OC